4-(4-amino-7-cyano-2-(4-(2-fluoroacrylamido)phenyl)-1H-pyrrolo[3,2-c]pyridin-3-yl)-N-(3,3-difluorocyclobutyl)-2-methoxybenzamide NC1=NC=C(C2=C1C(=C(N2)C2=CC=C(C=C2)NC(C(=C)F)=O)C2=CC(=C(C(=O)NC1CC(C1)(F)F)C=C2)OC)C#N